(R)-(2-(2-methoxy-7-methylquinoxalin-5-yl)-7,8-dihydro-[1,4]dioxino[2',3':3,4]benzo[1,2-d]thiazol-7-yl)methyl (6-fluoropyridin-3-yl)carbamate FC1=CC=C(C=N1)NC(OC[C@@H]1OC2=C(C3=C(N=C(S3)C3=C4N=CC(=NC4=CC(=C3)C)OC)C=C2)OC1)=O